O1CC(C1)CN1C(=CC2=CC=CC=C12)C=O 1-(oxetan-3-ylmethyl)-1H-indole-2-carbaldehyde